C1(CCCC1)S(=O)(=O)C(=[N+]=[N-])S(=O)(=O)C1=CC(=CC=C1)Cl cyclopentylsulfonyl-(3-chlorophenylsulfonyl)diazomethane